[C@H]12CC(C[C@H](CC1)N2)OC2=CC=C(N=N2)C2=C(C=C(C=C2)N2N=C(N=N2)C)O 2-(6-(((1R,3s,5S)-8-azabicyclo[3.2.1]octan-3-yl)oxy)pyridazin-3-yl)-5-(5-methyl-2H-tetrazol-2-yl)phenol